nicotinic acid 8-hydroxy-2,2,14,14-tetramethyl-15-nicotinoylpentadecyl ester OC(CCCCCC(COC(C1=CN=CC=C1)=O)(C)C)CCCCCC(CC(C1=CN=CC=C1)=O)(C)C